C(C)N(C([S-])=S)CC.C(C)N(C([S-])=S)CC.[Fe+3] ferric diethyl-dithiocarbamate diethyl-dithiocarbamate